2,2,2-Trifluoroethyl 2-[cyclobutyl-[[5-(trifluoromethyl)-2-pyridyl]methyl]amino]-2-oxo-acetate 2,2,2-Trifluoroethyl-2-chloro-2-oxo-acetate FC(COC(C(=O)Cl)=O)(F)F.C1(CCC1)N(C(C(=O)OCC(F)(F)F)=O)CC1=NC=C(C=C1)C(F)(F)F